benzyl 2-[4-(2-tert-butoxycarbonyl-3,4-dihydro-1H-isoquinolin-6-yl)-7-(4-fluoro-2-methoxy-phenyl)thieno[3,2-c]pyridin-6-yl]-6,7-dihydro-4H-thiazolo[5,4-c]pyridine-5-carboxylate C(C)(C)(C)OC(=O)N1CC2=CC=C(C=C2CC1)C1=NC(=C(C2=C1C=CS2)C2=C(C=C(C=C2)F)OC)C=2SC=1CN(CCC1N2)C(=O)OCC2=CC=CC=C2